tert-butyl (2-(4-chloro-2,5-difluoropyridin-3-yl)ethyl)carbamate ClC1=C(C(=NC=C1F)F)CCNC(OC(C)(C)C)=O